C(C(C)C)(=O)N1CC2(C1)CCN(CC2)C2=CC=C(C=N2)C=2C=1N(C=C(C2)C=2C=NN(C2)C)N=CC1C#N 4-(6-(2-isobutyryl-2,7-diazaspiro[3.5]nonan-7-yl)pyridin-3-yl)-6-(1-methyl-1H-pyrazol-4-yl)pyrazolo[1,5-a]pyridine-3-carbonitrile